6-(4-(3-chloro-4-fluorophenyl)-1-(3-methyloxetan-3-yl)-1H-imidazol-5-yl)imidazo[1,2-b]pyridazine-3-carbonitrile ClC=1C=C(C=CC1F)C=1N=CN(C1C=1C=CC=2N(N1)C(=CN2)C#N)C2(COC2)C